3-[3-cyclobutyl-N-(trifluoroacetyl)-alanyl]-6,6-dimethyl-3-azabicyclo[3.1.0]hexane-2-carboxamide C1(CCC1)C[C@H](NC(C(F)(F)F)=O)C(=O)N1C(C2C(C2C1)(C)C)C(=O)N